C(C1=CC=CC=C1)OCC(CN1C(=NC2=NC=CC=C21)C)OCC 1-(3-benzyloxy-2-ethoxy-propyl)-2-methyl-imidazo[4,5-b]pyridine